6-(6-chloro-2-isopropylpyridin-3-yl)-8-methylimidazo[1,2-a]pyridine ClC1=CC=C(C(=N1)C(C)C)C=1C=C(C=2N(C1)C=CN2)C